1,4,5-trichloroanthraquinone ClC1=CC=C(C=2C(C3=C(C=CC=C3C(C12)=O)Cl)=O)Cl